acryloyloxybutyl-ethyl-dimethoxysilane C(C=C)(=O)OCCCC[Si](OC)(OC)CC